BrC=1C=C(C=C2C(N(C(=NC12)N1CC2=CC=C(C=C2C1)F)C)=O)C 8-bromo-2-(5-fluoro-1,3-dihydroisoindol-2-yl)-3,6-dimethylquinazolin-4-one